4-(4-methyl-piperazin-1-yl)-N-{6-[2-(4-trifluoromethyl-benzyloxy)-ethoxy]-1H-indazol-3-yl}-benzamide L-malate C([C@@H](O)CC(=O)O)(=O)O.CN1CCN(CC1)C1=CC=C(C(=O)NC2=NNC3=CC(=CC=C23)OCCOCC2=CC=C(C=C2)C(F)(F)F)C=C1